2-(1,2,3,4-tetrahydronaphthalen-2-yl)ethyl-amine C1C(CCC2=CC=CC=C12)CCN